C(C)(C)(C)OC(=O)NCCC1=CC=C(C=C1)NC(=O)C1=CC(=CS1)C=1CCN(CC1)C(=O)OC(C)(C)C tert-butyl 4-(5-{[4-(2-{[(tert-butoxy)carbonyl]amino}ethyl)phenyl]carbamoyl}thiophen-3-yl)-1,2,3,6-tetrahydropyridine-1-carboxylate